C1=CC=C(C=2OC3=C(C21)C=CC=C3)C3(NC(C2=CC=CC=C32)=O)O 3-(dibenzo[b,d]furan-4-yl)-3-hydroxyisoindolin-1-one